N-(1-isopropylpiperidine-4-yl)acrylamide C(C)(C)N1CCC(CC1)NC(C=C)=O